2'-(ethane-1,2-diylbis(5-carbamoyl-4-methoxy-1H-benzo[d]imidazole-1,2-diyl))bis(4-fluorobenzoic acid) C(CN1C(=NC2=C1C=CC(=C2OC)C(N)=O)C2=C(C(=O)O)C=CC(=C2)F)N2C(=NC1=C2C=CC(=C1OC)C(N)=O)C1=C(C(=O)O)C=CC(=C1)F